4-(6-(4-(5-fluoro-2-hydroxybenzyl)piperazin-1-yl)pyridin-3-yl)-2-(1-methyl-1H-pyrazol-4-yl)-1H-pyrrole FC=1C=CC(=C(CN2CCN(CC2)C2=CC=C(C=N2)C=2C=C(NC2)C=2C=NN(C2)C)C1)O